(R)-1-(1-methyl-6-(4-(pyrrolidin-2-yl)phenyl)-1H-indazol-3-yl)dihydro-pyrimidine-2,4(1H,3H)-dione CN1N=C(C2=CC=C(C=C12)C1=CC=C(C=C1)[C@@H]1NCCC1)N1C(NC(CC1)=O)=O